2,2-dimethyl-3-(5-(5-(3-(trifluoro-methyl)pyridin-4-yl)-1,2,4-oxadiazol-3-yl)-1H-benzo[d][1,2,3]triazol-1-yl)propan-1-ol CC(CO)(CN1N=NC2=C1C=CC(=C2)C2=NOC(=N2)C2=C(C=NC=C2)C(F)(F)F)C